FC1(C(CN(C1)C1=NC(=CC(=C1)C1=C(C=CC(=C1)NC(=O)N1C[C@@H](CC1)CC(F)(F)F)C)N1CCOCC1)NC(OCC1=CC=CC=C1)=O)F benzyl N-[4,4-difluoro-1-(4-{2-methyl-5-[(3S)-3-(2,2,2-trifluoroethyl)pyrrolidine-1-carbonylamino]phenyl}-6-(morpholin-4-yl)pyridin-2-yl) pyrrolidin-3-yl]carbamate